3-(4-morpholinophenyl)-3-phenyl-11-(4-trifluoromethylphenyl)-13,13-dimethyl-3H,13H-indeno[2',3':3,4]naphtho[1,2-b]pyran O1CCN(CC1)C1=CC=C(C=C1)C1(C=CC2=C(O1)C=1C=CC=CC1C1=C2C(C2=CC(=CC=C21)C2=CC=C(C=C2)C(F)(F)F)(C)C)C2=CC=CC=C2